1-((6aR,8R,9S,9aR)-9-Hydroxy-2,2,4,4-tetraisopropylhexahydro-cyclopenta[f][1,3,5]-trioxocin-8-yl)pyrimidine-2,4(1H,3H)-dione O[C@H]1[C@@H](C[C@H]2[C@H]1OC(OC(OC2)(C(C)C)C(C)C)(C(C)C)C(C)C)N2C(NC(C=C2)=O)=O